(S)-8,9-difluoro-1-(methyl((R)-1-phenylethyl)amino)-1,5-dihydro-2H-pyrano[3,4-c]isoquinolin-6(4H)-one FC=1C(=CC=2C3=C(NC(C2C1)=O)COC[C@H]3N([C@H](C)C3=CC=CC=C3)C)F